tert-butyl (tert-butoxycarbonyl)(3-chloro-5-((2-(trifluoromethyl)pyridin-3-yl)thio)pyrazin-2-yl)carbamate C(C)(C)(C)OC(=O)N(C(OC(C)(C)C)=O)C1=NC=C(N=C1Cl)SC=1C(=NC=CC1)C(F)(F)F